C1(CCCCC1)COC1=C(C=CC=C1)CN (2-(cyclohexylmethoxy)phenyl)methylamine